tert-butyl 3-((3-chloro-2-methoxyphenyl)amino)-4-oxo-2-(3-(2-(pyridin-2-yl)propoxy)pyridin-4-yl)-1,4,6,7-tetrahydro-5H-pyrrolo[3,2-c]pyridine-5-carboxylate ClC=1C(=C(C=CC1)NC1=C(NC2=C1C(N(CC2)C(=O)OC(C)(C)C)=O)C2=C(C=NC=C2)OCC(C)C2=NC=CC=C2)OC